BrC=1C=C(C=CC1)P(C(C)C)(C(C)C)=O (3-bromophenyl)diisopropylphosphine oxide